COC1=C(C=C2C=C(C(OC2=C1)=O)CCC(=C)C)CCCO 7-methoxy-6-(3-hydroxypropyl)-3-isopentenyl-2H-chromen-2-one